6-((2-hydroxy-2-methylpropyl)amino)-4-(6-(6-((6-methoxypyridin-3-yl)methyl)-3,6-diazabicyclo[3.1.1]heptan-3-yl)pyridin-3-yl)Pyrazolo[1,5-a]pyridine-3-carbonitrile OC(CNC=1C=C(C=2N(C1)N=CC2C#N)C=2C=NC(=CC2)N2CC1N(C(C2)C1)CC=1C=NC(=CC1)OC)(C)C